N-(5-bromopyrimidin-2-yl)methanesulfonamide cytidine-5'-monophosphate P(=O)(O)(O)OC[C@@H]1[C@H]([C@H]([C@@H](O1)N1C(=O)N=C(N)C=C1)O)O.BrC=1C=NC(=NC1)NS(=O)(=O)C